C1(C(CC=C1)=O)=O cyclopent-4-ene-1,2-dione